(S)-7-(cyanomethyl)-1,4-oxazepan-4-carboxylic acid benzyl ester C(C1=CC=CC=C1)OC(=O)N1CCO[C@@H](CC1)CC#N